FC(C(C(OC(C(OC(=C(F)F)F)(F)F)(C(F)(F)F)F)(F)F)(F)F)(S(=O)(=O)F)F perfluoro-4,7-dioxa-5-methyl-8-nonene-1-sulfonyl fluoride